4,4''-bis{(9,9-dimethyl-9H-fluoren-2-yl)-phenylamino}-1,1':2',1''-terphenyl CC1(C2=CC=CC=C2C=2C=CC(=CC12)N(C1=CC=C(C=C1)C=1C(=CC=CC1)C1=CC=C(C=C1)N(C1=CC=CC=C1)C1=CC=2C(C3=CC=CC=C3C2C=C1)(C)C)C1=CC=CC=C1)C